N-(3-methyl-4-(3-(1-methyl-1H-pyrazol-4-yl)-1H-pyrazolo[3,4-c]pyridin-5-yl)phenyl)acetamide CC=1C=C(C=CC1C=1C=C2C(=CN1)NN=C2C=2C=NN(C2)C)NC(C)=O